[Na+].[Na+].OC1=C2C=CC3=C(C=C(C4=CC=C(C(=C1)O)C2=C43)S(=O)(=O)[O-])S(=O)(=O)[O-] 6,8-dihydroxy-1,3-pyrenedisulfonic acid disodium salt